(3S,4S)-8-(3-((5-chloro-2-fluorophenyl)ethynyl)-5-(fluoromethyl)-1H-pyrazolo[3,4-b]pyrazin-6-yl)-3-methyl-2-oxa-8-azaspiro[4.5]decan-4-amine ClC=1C=CC(=C(C1)C#CC1=NNC2=NC(=C(N=C21)CF)N2CCC1([C@@H]([C@@H](OC1)C)N)CC2)F